tert-butyl N-[1-[4-(4,5-dichloro-2-fluoro-anilino)pyrido[3,2-d]pyrimidin-6-yl]azetidin-3-yl]carbamate ClC1=CC(=C(NC=2C3=C(N=CN2)C=CC(=N3)N3CC(C3)NC(OC(C)(C)C)=O)C=C1Cl)F